O=C([C@](O)([C@@](O)([C@](O)([C@](O)(C(O)([2H])[2H])[2H])[2H])[2H])[2H])[2H] [1,2,3,4,5,6,6-2H7]-D-glucose